C1(=CC=CC=C1)[C@@H](CCC1=CC=CC=C1)NC(C)=O |r| racemic-N-(1,3-diphenylpropyl)acetamide